4-((3-(carboxymethylsulfonyl)-4-hydroxy-1-naphthyl)sulfamoyl)benzoic acid C(=O)(O)CS(=O)(=O)C=1C=C(C2=CC=CC=C2C1O)NS(=O)(=O)C1=CC=C(C(=O)O)C=C1